N6-(((4-((diethoxyphosphoryl)oxy)benzyl)oxy)carbonyl)lysine C(C)OP(=O)(OCC)OC1=CC=C(COC(=O)NCCCC[C@H](N)C(=O)O)C=C1